CC1=C(C=CC(=C1)OC(F)(F)F)S(=O)(=O)N methyl-4-(trifluoromethoxy)benzenesulfonamide